[O].[Fe].[Ni] nickel-iron oxygen